C(C1=CC=CC=C1)C1=C(C=CC2=CC=CC=C12)O benzyl-2-naphthol